(Z)-N-ethyl-3-(hydroxy(phenyl)methyl)-2-oxoindoline-6-carboxamide C(C)NC(=O)C1=CC=C2C(C(NC2=C1)=O)C(C1=CC=CC=C1)O